N1(CCC1)C=1C=C(C=CC1)N1C(=C2C(N(N=CC2=C1C)C=1C=C(C(=O)N)C=CC1)=O)C 3-(6-(3-(azetidin-1-yl)phenyl)-5,7-dimethyl-1-oxo-1H-pyrrolo[3,4-d]pyridazin-2(6H)-yl)benzamide